(methoxycarbonyl)-3-methylpyridine 1-oxide COC(=O)C1=[N+](C=CC=C1C)[O-]